N-(3-(6-isopropyl-2-((3-methoxy-4-(4-methyl-1-piperazinyl)phenyl)amino)-7-oxo-8(7H)pteridinyl)phenyl)acrylamide C(C)(C)C1=NC=2C=NC(=NC2N(C1=O)C=1C=C(C=CC1)NC(C=C)=O)NC1=CC(=C(C=C1)N1CCN(CC1)C)OC